N[C@@H]1C[C@@H](CCC1)NC(CC)=O N-((1R,3S)-3-aminocyclohexyl)propionamide